5,6-difluoro-3-oxo-1H-indene FC=1C=C2C(CCC2=CC1F)=O